C1CN(C[C@H]1[NH3+])C2=C(C=C3C(=O)C(=CN(C3=N2)C4=C(C=C(C=C4)F)F)C(=O)O)F The molecule is a 1-[6-carboxy-8-(2,4-difluorophenyl)-3-fluoro-5-oxo-5,8-dihydro-1,8-naphthyridin-2-yl]pyrrolidin-3-aminium having S configuration. It is a conjugate acid of a (S)-tosufloxacin. It is an enantiomer of a (R)-tosufloxacin(1+).